O=C1C=2N([C@H]3CCCCN1C3)C=C(C(C2[O-])=O)C(NCC2=C(C=C(C=C2F)F)F)=O.[Na+] sodium (7S)-1,11-dioxo-10-((2,4,6-trifluorobenzyl)carbamoyl)-1,4,5,6,7,11-hexahydro-3H-2,7-methanopyrido[1,2-a][1,4]diazonin-12-olate